C(C)(C)(C)OC(=O)N1CC2(C1)CN(C2)C(C2=CC(=C(C=C2)C(=O)OC)I)=O 6-(3-iodo-4-(methoxycarbonyl)benzoyl)-2,6-diazaspiro[3.3]heptane-2-carboxylic acid tert-butyl ester